(S)-(5-(5-methylpyridin-2-yl)-1,3,4-oxadiazol-2-yl)(4-(pyrazolo[1,5-a]pyridin-2-yl)-6,7-dihydro-1H-imidazo[4,5-c]pyridin-5(4H)-yl)methanone CC=1C=CC(=NC1)C1=NN=C(O1)C(=O)N1[C@@H](C2=C(CC1)NC=N2)C2=NN1C(C=CC=C1)=C2